4'-amino-N-(cyclopropylmethyl)-3'-nitro-[1,1'-biphenyl]-3-carboxamide NC1=C(C=C(C=C1)C1=CC(=CC=C1)C(=O)NCC1CC1)[N+](=O)[O-]